N=1N(N=CC1)C1=C(C=C(C=N1)C1=NN(C(=C1C(=O)N)C(F)(F)F)C=1C=2C3=C(C(NC3=CC1)=O)C=CC2)Cl (6-(2H-1,2,3-triazol-2-yl)-5-chloropyridin-3-yl)-1-(2-oxo-1,2-dihydrobenzo[cd]indol-6-yl)-5-trifluoromethyl-1H-pyrazole-4-carboxamide